Nickel-Iron Selenide [Fe]=[Se].[Ni]